2-[4-phenyl-5-(pyridin-4-yl)-1H-imidazol-1-yl]-1-(piperazin-1-yl)ethan-1-one C1(=CC=CC=C1)C=1N=CN(C1C1=CC=NC=C1)CC(=O)N1CCNCC1